C1(CCC1)C1=CC(=NN1)NC=1C2=C(N=C(N1)C=1C=NC(=CC1)N1CC3N(C(C1)C3)CC=3C=NC(=CC3)OC)C=CO2 N-(5-cyclobutyl-1H-pyrazol-3-yl)-2-(6-(6-((6-methoxypyridin-3-yl)methyl)-3,6-diazabicyclo[3.1.1]heptan-3-yl)pyridin-3-yl)furo[3,2-d]pyrimidin-4-amine